C(=O)(O)C1=CC(=C(S1)C)C1=C(C(C(C1(F)F)(F)F)(F)F)C1=C(SC(=C1)C(=O)O)C 1,2-bis(5-carboxy-2-methyl-3-thienyl)perfluorocyclopentene